Cl.FC[C@@H]1CNCCC1 (3S)-3-(fluoromethyl)piperidine hydrochloride